[Si](C)(C)(C(C)(C)C)OC[C@@H]1N(S(OC1)(=O)=O)C(=O)OC(C)(C)C Tert-butyl (S)-4-(((tert-butyldimethylsilyl) oxy) methyl)-1,2,3-oxathiazolidine-3-carboxylate 2,2-dioxide